C(CC)S(=O)(=O)OC1=CC=NN1C(=O)C=1C=CC2=C(C(CS2(=O)=O)(C)C)C1C [(3,3,4-trimethyl-1,1-dioxido-2,3-dihydro-1-benzothiophen-5-yl)carbonyl]-1H-pyrazol-5-yl propane-1-sulfonate